3-(6-(1,2,3,6-tetrahydropyridin-4-yl)pyridazin-3-yl)naphthalene-2,7-diol N1CCC(=CC1)C1=CC=C(N=N1)C=1C(=CC2=CC(=CC=C2C1)O)O